(RS)-2-(4-bromophenyl)morpholine BrC1=CC=C(C=C1)[C@@H]1CNCCO1 |r|